6-((4-(N-hydroxycarbamimidoyl)-2,6-dimethylbenzyl)amino)pyrimidine-2-carboxylic acid ethyl ester C(C)OC(=O)C1=NC(=CC=N1)NCC1=C(C=C(C=C1C)C(NO)=N)C